C(C)(C)[S@](=O)CC1=CNC=CC=C1 3-(((R)-isopropylsulfinyl)methyl)azepine